NC=1N=NC(=CC1N1N=C(C(=C1)N1CCN(CC1)C(=O)OC(C)(C)C)C)C1=C(C=CC=C1)O tert-butyl 4-[1-[3-amino-6-(2-hydroxyphenyl)pyridazin-4-yl]-3-methyl-pyrazol-4-yl]piperazine-1-carboxylate